2-(4-iodophenyl)-3-(4-nitrophenyl)-5-(2,4-disulfophenyl)-2H-tetrazolium monosodium salt [Na+].IC1=CC=C(C=C1)N1[NH2+]C(=NN1C1=CC=C(C=C1)[N+](=O)[O-])C1=C(C=C(C=C1)S(=O)(=O)O)S(=O)(=O)O